(1-(2-(1,3-dioxolan-2-yl)-4-fluorophenyl)-3-methyl-1H-pyrazol-5-yl)(1-ethyl-1H-pyrazol-4-yl)methanol O1C(OCC1)C1=C(C=CC(=C1)F)N1N=C(C=C1C(O)C=1C=NN(C1)CC)C